CC1=C(C=NC(=C1)N1N=CC(=C1)CN1C[C@H](N(CC1)S(=O)(=O)C)C=1C(=C2COC(C2=CC1)=O)C)C#N (R)-4-methyl-6-(4-((3-(4-methyl-1-oxo-1,3-dihydroisobenzofuran-5-yl)-4-(methylsulfonyl)piperazin-1-yl)methyl)-1H-pyrazol-1-yl)pyridine-3-carbonitrile